Butyl methyl(2-(4-methyl-3-((2,2,2-trifluoro-1-(naphthalen-1-yl)ethyl)carbamoyl)phenoxy)ethyl)carbamate CN(C(OCCCC)=O)CCOC1=CC(=C(C=C1)C)C(NC(C(F)(F)F)C1=CC=CC2=CC=CC=C12)=O